C(CCC)OC1=CC=C(OC2CN(C2)C=2C(=C(C(=O)OC)C=CC2)N2C=CC=C2)C=C1 Methyl 3-(3-(4-butoxyphenoxy)azetidin-1-yl)-2-(1H-pyrrol-1-yl)benzoate